OC1(CCC1)CCN(CCCCCCCC(=O)N(CCCCCCCCCC)CCCCCCCCCC)CCCCCCCC(=O)N(CCCCCCCCCC)CCCCCCCCCC 8,8'-((2-(1-HYDROXYCYCLOBUTYL)ETHYL)AZANEDIYL)BIS(N,N-DIDECYLOCTANAMIDE)